6-(2-Amino-4-(2-methylpyridin-4-yl)-1H-imidazol-5-yl)-4-isopropyl-2H-benzo[b][1,4]oxazin-3(4H)-one NC=1NC(=C(N1)C1=CC(=NC=C1)C)C1=CC2=C(OCC(N2C(C)C)=O)C=C1